(P)-7-Fluoro-1-(5-fluoro-2-methoxy-4-((trifluoromethyl)thio)phenyl)-N-(isoxazol-3-yl)-2-oxo-1,2-dihydrochinolin-6-sulfonamid FC1=C(C=C2C=CC(N(C2=C1)C1=C(C=C(C(=C1)F)SC(F)(F)F)OC)=O)S(=O)(=O)NC1=NOC=C1